IC=1C=CC2=C(C(=CO2)CC(=O)OCC)C1 ethyl 2-(5-iodobenzofuran-3-yl)acetate